C(C)(C)(C)[Si](C)(C)OCCC1OC(OCC1)C1=CC=C(C=C1)OC tert-butyl-{2-[2-(4-methoxyphenyl)-1,3-dioxan-4-yl]ethoxy}dimethylsilane